N-(cyclohexylmethyl)-4-[6-(2-hydroxy-5-nitrobenzoyl)pyrazolo[1,5-a]pyrimidin-2-yl]benzamide C1(CCCCC1)CNC(C1=CC=C(C=C1)C1=NN2C(N=CC(=C2)C(C2=C(C=CC(=C2)[N+](=O)[O-])O)=O)=C1)=O